3,5-dimethoxy-4-hydroxyphenylacetic acid COC=1C=C(C=C(C1O)OC)CC(=O)O